bromopentyl (trifluoromethyl) sulfide FC(F)(F)SCCCCCBr